1-methyl-3-(2-(methylsulfonyl)ethyl)imidazoline-2,4-dione CN1C(N(C(C1)=O)CCS(=O)(=O)C)=O